C(CCC)SC(SC(C(=O)O)C)=S 2-[[(butylthio)thioxomethyl]thio]propionic acid